3-(5-((3-(4-((8-(4-chlorophenyl)spiro[4.5]dec-7-en-7-yl)methyl)piperazin-1-yl)propyl)thio)-2-methyl-4-oxoquinazolin-3(4H)-yl)piperidine-2,6-dione ClC1=CC=C(C=C1)C1=C(CC2(CCCC2)CC1)CN1CCN(CC1)CCCSC1=C2C(N(C(=NC2=CC=C1)C)C1C(NC(CC1)=O)=O)=O